ClC1=NC2=CC(=C(C=C2C=N1)C1=C(C(=CC(=C1Cl)OC)OC)Cl)F 2-chloro-6-(2,6-dichloro-3,5-dimethoxyphenyl)-7-fluoroquinazoline